sodium lanthanum zirconium oxide hydroxide [OH-].[O-2].[Zr+4].[La+3].[Na+]